tert-Butyl (3R)-3-(4-ethoxycarbonyl-5-methyl-triazol-1-yl)piperidine-1-carboxylate C(C)OC(=O)C=1N=NN(C1C)[C@H]1CN(CCC1)C(=O)OC(C)(C)C